FC=1C(=CC=2C3=C(NC(C2C1)=O)COCC3N(C(=O)C3=CN1C=CC=C1C=C3)C)F N-(8,9-difluoro-6-oxo-1,4,5,6-tetrahydro-2H-pyrano[3,4-c]isoquinolin-1-yl)-N-methylindolizine-6-carboxamide